COC1=NC=C(C=N1)N1CC2(CC1)CCN(CC2)C(=O)OC(C)(C)C tert-butyl 2-(2-methoxypyrimidin-5-yl)-2,8-diazaspiro[4.5]decane-8-carboxylate